(4-((2,5-dichloropyrimidin-4-yl)amino)-3-methoxyphenyl)acetamide ClC1=NC=C(C(=N1)NC1=C(C=C(C=C1)CC(=O)N)OC)Cl